ClC1=C(CN[C@H](C(=O)O)CC2=CC(=CC=C2)S(=O)(=O)C)C(=CC(=C1)C#CP(=O)(C1=C(C=CC=C1)O)OC)Cl (2s)-2-(2,6-dichloro-4-((methoxy(2-hydroxyphenyl)phosphoryl)ethynyl)benzylamino)-3-(3-(methylsulfonyl)phenyl)propionic acid